OC1=C(C(=O)C2=CC=CC=C2)C=CC(=C1)OC hydroxy-4-methoxy-benzophenone